potassium phosphite P([O-])([O-])[O-].[K+].[K+].[K+]